C(C(=C)C)(=O)OCCOCCO Diethylene glycol monomethacrylate